1,1'-bis(2-hexyldecyl) 6,6'-[(2-hydroxyethyl)imino]bis[hexanoate] OCCN(CCCCCC(=O)OCC(CCCCCCCC)CCCCCC)CCCCCC(=O)OCC(CCCCCCCC)CCCCCC